4-({4-[2-methyl-4-(4-methyl-1,2,4-triazol-3-yl)pyrazol-3-yl]-6-[1-oxo-4-(trifluoromethyl)-3H-isoindol-2-yl]pyridin-2-yl}amino)butanenitrile CN1N=CC(=C1C1=CC(=NC(=C1)N1C(C2=CC=CC(=C2C1)C(F)(F)F)=O)NCCCC#N)C1=NN=CN1C